N-methyl-1-(1-phenyl-4-piperidinyl)methanamine dihydrochloride Cl.Cl.CNCC1CCN(CC1)C1=CC=CC=C1